ANTHRAHYDROQUINONE C1=CC=C2C(=C1)C(=C3C=CC=CC3=C2O)O